C(C)(C)(C)OC(=O)N1C[C@H](OC2=C(C1)N=C(C=C2)Cl)C (R)-7-chloro-2-methyl-2,3-dihydropyrido[2,3-f][1,4]oxazepine-4(5H)-carboxylic acid tert-butyl ester